C(C)(C)N(CCC1=CNC2=C(C=CC=C12)OC(C)=O)C acetic acid 3-(2-(isopropyl (methyl) amino) ethyl)-1H-indol-7-yl ester